(5'S,7a'R)-1-[6-(difluoromethyl)pyrimidin-4-yl]-5'-(3-fluorophenyl)tetrahydro-3'H-spiro[piperidine-4,2'-pyrrolo[2,1-b][1,3]oxazol]-3'-one FC(C1=CC(=NC=N1)N1CCC2(C(N3[C@H](O2)CC[C@H]3C3=CC(=CC=C3)F)=O)CC1)F